NC1=CC=C(C=C1)C1=CN(C=2N=CN=C(C21)N)C(C)C 5-(4-aminophenyl)-7-isopropyl-7H-pyrrolo[2,3-d]pyrimidin-4-amine